C=CC=CCCCCCC 1,3-decadien